3-fluoro-3-phenylazetidin FC1(CNC1)C1=CC=CC=C1